bornylacrylat C12(C(CC(CC1)C2(C)C)OC(C=C)=O)C